FC1C=COS1(=O)=O 1-Fluoro-2-Propen-1,3-Sultone